2-(2,5-dimethyl-1H-pyrrol-1-yl)ethane-1-sulfonyl chloride CC=1N(C(=CC1)C)CCS(=O)(=O)Cl